[K+].C(CCCCC)S(=O)(=O)[O-].[F] fluorine hexyl-sulfonate potassium